BrC1=CC(=NC(=C1)C)COC 4-bromo-2-(methoxymethyl)-6-methyl-pyridine